FC=1C=C(C=C(C1)F)C=1C=NC2=CC=C(C=C2C1N1CCC(CC1)N)C=1C(=NC=CC1)C=NO 1-[3-(3,5-difluorophenyl)-6-{2-[(hydroxyimino)methyl]pyridin-3-yl}quinolin-4-yl]piperidin-4-amine